3-(N-(2-(azetidin-3-ylmethoxy)-4-chloro-5-cyanophenyl)sulfamoyl)-4-cyclopropylbenzoic acid N1CC(C1)COC1=C(C=C(C(=C1)Cl)C#N)NS(=O)(=O)C=1C=C(C(=O)O)C=CC1C1CC1